FC(S(=O)(=O)OC1=NC(=C(C2=C1C=CS2)C2=C(C=C(C=C2OCCOC)F)F)C2=NN1C(CN([C@@H]([C@H]1C)C)C(C=C)=O)=C2)(F)F (S)-[7-[2,4-difluoro-6-(2-methoxyethoxy)phenyl]-6-[(6R,7R)-6,7-dimethyl-5-prop-2-enoyl-6,7-dihydro-4H-pyrazolo[1,5-a]pyrazin-2-yl] thieno[3,2-c]pyridin-4-yl] trifluoromethanesulfonate